tert-butyl 1,3-dihydroxy-2-(hydroxymethyl)propan-2-ylcarbamate OCC(CO)(CO)NC(OC(C)(C)C)=O